[Bi].[Li] Lithium-Bismuth